(5-(hydroxymethyl)-6-methylpyridin-3-yl)-2,2-dimethyl-3-(8-methyl-3-(trifluoromethyl)-[1,2,4]triazolo[4,3-a]pyridin-7-yl)propanoate OCC=1C=C(C=NC1C)OC(C(CC1=C(C=2N(C=C1)C(=NN2)C(F)(F)F)C)(C)C)=O